2,4-diamino-6-(1-(4-methylphenyl)-1H-1,2,3-triazol-4-yl)quinazoline NC1=NC2=CC=C(C=C2C(=N1)N)C=1N=NN(C1)C1=CC=C(C=C1)C